3,4-(methylenedioxy)benzylideneacetone CC(=O)/C=C/C1=CC2=C(C=C1)OCO2